(S)-2-((5-oxo-2-phenyl-2,5-dihydrofuran-2-yl)methyl)-N-phenylacrylamide O=C1C=C[C@](O1)(C1=CC=CC=C1)CC(C(=O)NC1=CC=CC=C1)=C